C(C)S(=O)(=O)C=1C=C2C=C(C=CN2C1C1=NC=2C(=NC=C(C2)C(F)(F)F)N1C)C(F)(F)F 2-(2-(ethylsulfonyl)-7-(trifluoromethyl)indolizin-3-yl)-3-methyl-6-(trifluoromethyl)-3H-imidazo[4,5-b]pyridine